F[P-](F)(F)(F)(F)F.C1(=C(C=CC=C1)[S+](C1=C(C=CC=C1)C)C1=C(C=CC=C1)C)C Tritolylsulfonium hexa-fluorophosphat